8-[1-(2,2-difluoroethyl)-1H-pyrazolo[3,4-b]pyrazin-6-yl]-2-[6-(trifluoromethyl)pyridin-2-yl]-2,8-diazaspiro[4.5]decane FC(CN1N=CC=2C1=NC(=CN2)N2CCC1(CCN(C1)C1=NC(=CC=C1)C(F)(F)F)CC2)F